NC1=C(C=C(C=C1)CC)SSC1=C(C=CC(=C1)CC)N (2-amino-5-ethylphenyl) disulfide